(2S)-2-amino-3-(4-(6-((R)-1-(4-chloro-2-(3-methyl-1H-pyrazole-1-yl)phenyl)-2,2,2-trifluoroethoxy)-2-methylpyrimidine-4-yl)cyclohex-3-ene-1-yl)propionic acid hydrochloride Cl.N[C@H](C(=O)O)CC1CC=C(CC1)C1=NC(=NC(=C1)O[C@@H](C(F)(F)F)C1=C(C=C(C=C1)Cl)N1N=C(C=C1)C)C